CC1=CC=CC(=N1)C=1N=C2N(CCN2)C1C1=CC=2C(=NSN2)C=C1 5-(6-(6-Methylpyridin-2-yl)-2,3-dihydro-1H-imidazo[1,2-a]imidazol-5-yl)benzo[c][1,2,5]thiadiazole